4-(2-methylbenzoyl)benzonitrile CC1=C(C(=O)C2=CC=C(C#N)C=C2)C=CC=C1